CN1C=NC=C1C1=NC(=CC(=N1)C(=O)OC)C1=CC2(COC2)C1 Methyl 2-(1-methyl-1H-imidazol-5-yl)-6-(2-oxaspiro[3.3]hept-5-en-6-yl)pyrimidine-4-carboxylate